[Si](C1=CC=CC=C1)(C1=CC=CC=C1)(C(C)(C)C)OCC1=CN=C(N1COCC[Si](C)(C)C)C=1N=CN2C1C=CC(=C2)C=2C(=C(N)C=CC2F)F 3-[1-(5-[[(tert-butyldiphenylsilyl)oxy]methyl]-1-[[2-(trimethylsilyl)ethoxy]methyl]imidazol-2-yl)imidazo[1,5-a]pyridin-6-yl]-2,4-difluoroaniline